(R)-4-((2-(((5-fluoropyridin-2-yl)(1-methylcyclopentyl)methyl)amino)-3,4-dioxocyclobut-1-en-1-yl)amino)-3-hydroxy-N-isopropyl-N-methylpicolinamide FC=1C=CC(=NC1)[C@@H](C1(CCCC1)C)NC1=C(C(C1=O)=O)NC1=C(C(=NC=C1)C(=O)N(C)C(C)C)O